2-(4-chlorophenyl)-2-(piperidin-4-ylidene)acetonitrile hydrochloride salt Cl.ClC1=CC=C(C=C1)C(C#N)=C1CCNCC1